N-hydroxy-4-(imidazo[1,2-a]pyridin-2-ylmethyl)-2,2-dimethyl-3-oxo-3,4-dihydro-2H-benzo[b][1,4]oxazine-6-carboxamide ONC(=O)C1=CC2=C(OC(C(N2CC=2N=C3N(C=CC=C3)C2)=O)(C)C)C=C1